4-methyl-3-{[5-(pyrimidin-2-yl)pyridin-3-yl]methoxy}benzoic acid CC1=C(C=C(C(=O)O)C=C1)OCC=1C=NC=C(C1)C1=NC=CC=N1